CC1CCC(CC1)N2C3=C(C=CN=C3)C4=CN=C(N=C42)NC5=NC6=C(CN(CC6)C(=O)CO)C=C5 The molecule is an organic heterotricyclic compound that is 9H-pyrido[4',3':4,5]pyrrolo[2,3-d]pyrimidine which is substituted by a [6-(hydroxyacetyl)-5,6,7,8-tetrahydro-1,6-naphthyridin-2-yl]nitrilo group at position 2 and by a trans-4-methylcyclohexyl group at position 9. It is a FLT3 and CDK4 dual kinase inhibitor that has antineoplastic activity. Currently under clinical investigation in patients with relapsed or refractory acute myeloid leukemia (AML). It has a role as an antineoplastic agent, an apoptosis inducer, an EC 2.7.11.22 (cyclin-dependent kinase) inhibitor and an EC 2.7.10.1 (receptor protein-tyrosine kinase) inhibitor. It is a secondary amino compound, a tertiary amino compound, a naphthyridine derivative, a primary alpha-hydroxy ketone and an organic heterotricyclic compound.